ClC1=CC(=C(C=C1)[C@@H]1COC2=C(O1)C=CC=C2C2CCN(CC2)CC2=NC1=C(N2C)C=C(C=C1OC)C(=O)O)F (R)-2-((4-(2-(4-Chloro-2-fluorophenyl)-2,3-dihydrobenzo[b][1,4]dioxin-5-yl)piperidin-1-yl)methyl)-4-methoxy-1-methyl-1H-benzo[d]imidazole-6-carboxylic acid